tert-butyl rac-(3aR,6aR)-2,3,3a,4,6,6a-hexahydro-1H-pyrrolo[3,4-c]pyrrole-5-carboxylate hydrochloride Cl.C1NC[C@H]2[C@H]1CN(C2)C(=O)OC(C)(C)C |r|